ClC1=CC(=C(C=C1)C=1C=2N(N=C(C1)[C@@H]1C[C@@H](OCC1)C=1C=NN(C1)C1CC1)C(C(=C(N2)C)C)=O)F |r| 9-(4-chloro-2-fluorophenyl)-2,3-dimethyl-7-[rac-(2R,4S)-2-(1-cyclopropylpyrazol-4-yl)oxan-4-yl]pyrimido[1,2-b]pyridazin-4-one